FC=1C=CC(=C(C1)[C@@H]1N(CCC1)C=1C=CC=2N(N1)C(=CN2)C(=O)N[C@@H]2CN(CC2)CC2=CC(=C(C=C2)F)O)SC 6-((2R)-2-(5-fluoro-2-(methylsulfanyl)phenyl)pyrrolidin-1-yl)-N-((3S)-1-((4-fluoro-3-hydroxyphenyl)methyl)pyrrolidin-3-yl)imidazo(1,2-b)pyridazine-3-carboxamide